OCC(CO)(CO)NCC(CS(=O)(=O)O)O 3-[[1,3-dihydroxy-2-(hydroxymethyl)propan-2-yl]-amino]-2-hydroxy-propan-1-sulfonic acid